C(C)(C)(C)OC(=O)N1CCC(CC1)N1CC(C1)OC1=CC(=C(C=C1)C(N(C)C)=O)Cl.IC1=CC=C(C=C1)C1=NC2=CC=CC=C2C=C1 2-(4-iodophenyl)quinoline tert-butyl-4-(3-(3-chloro-4-(dimethylcarbamoyl)phenoxy)azetidin-1-yl)piperidine-1-carboxylate